FC1(CC(C(CC1)C1=NC=CC(=C1N)C1=NC=CC=C1F)C)F 2'-(rac-(syn)-4,4-difluoro-2-methylcyclohexyl)-3-fluoro-[2,4'-bipyridin]-3'-amine